O[C@H]1CC[C@@]2(OC=3C4=C(C=C(C3C[C@@H]2C1(C)C)OCOC)OC(=CC4=O)C4=CC=CC=C4)C (7aR,9S,11aS)-9-hydroxy-6-(methoxymethoxy)-8,8,11a-trimethyl-3-phenyl-7a,8,9,10,11,11a-hexahydro-1H,7H-pyrano[2,3-c]xanthen-1-one